Cl.NC(CNC(OCC1=CC=CC=C1)=O)C(=O)NC(C1=CC=C(C=C1)Cl)C1=CC=C(C=C1)Cl Benzyl (2-amino-3-((bis(4-chlorophenyl)methyl)amino)-3-oxopropyl)carbamate hydrochloride